FC1(C(C1)C=1NC=C(N1)CC1=CC=NC=C1)F 4-((2-(2,2-difluorocyclopropyl)-1H-imidazol-4-yl)methyl)pyridine